FC=1C=C2C=NC(=NC2=C(C1)F)OC[C@]12CCCN2C[C@@H](C1)F 6,8-difluoro-2-(((2R,7aS)-2-fluorotetrahydro-1H-pyrrolizin-7a(5H)-yl)methoxy)quinazolin